NC1=C(C=C(C=C1)C1(C(NCC1)=O)C)Br 3-(4-amino-3-bromophenyl)-3-methylpyrrolidin-2-one